(E)-N-((1,2,3,5,6,7-hexahydro-s-indacen-4-yl)carbamoyl)-3-(isobutyl(methyl)amino)-3-methylbut-1-ene-1-sulfonamide C1CCC2=C(C=3CCCC3C=C12)NC(=O)NS(=O)(=O)\C=C\C(C)(C)N(C)CC(C)C